O1CCN(CC1)C=1C2=C(N=CN1)N(C(=C2)C2=CC=C(C=C2)NS(=O)(=O)CC2=CC=C(C=C2)B(O)O)COCC[Si](C)(C)C (4-((N-(4-(4-morpholino-7-((2-(trimethylsilyl)ethoxy)methyl)-7H-pyrrolo[2,3-d]pyrimidin-6-yl)phenyl)sulfamoyl)methyl)phenyl)boronic acid